CN(CCC[Si](OCC)(OCC)CC)C (N,N-dimethyl-3-aminopropyl)ethyl-diethoxysilane